FC(C(=O)NC1=CC=C(C=C1)OC)(CCC1=CC=CC=C1)F 2,2-Difluoro-N-(4-methoxyphenyl)-4-phenylbutanamide